ClC1=CC(=CC(=C1)OC)F 1-chloro-3-fluoro-5-methoxy-benzene